N1C(CC2=CC=CC=C12)=O 2-indolinone